NC1=NC=C(C=N1)C1=NN(C2=CC=C(C=C12)C(=O)NC=1C=CC(=C(C1)NC(C1=CC=C(C(=O)NC)C=C1)=O)C)C N1-(5-(3-(2-Aminopyrimidin-5-yl)-1-methyl-1H-indazole-5-carboxamido)-2-methylphenyl)-N4-methylterephthalamide